(2S)-3-[4-bis(phenylmethoxy)phosphoryloxy-3-phenylmethoxyphenyl]-2-(phenylmethoxycarbonylamino)propionic acid C1(=CC=CC=C1)COP(=O)(OCC1=CC=CC=C1)OC1=C(C=C(C=C1)C[C@@H](C(=O)O)NC(=O)OCC1=CC=CC=C1)OCC1=CC=CC=C1